[4-(trifluoromethyl)cyclohexyl]methanamine FC(C1CCC(CC1)CN)(F)F